C(C)(=O)N1CCN(CC1)C(CN1N=CC(=C1)C1=NC2=C(C(=CC=C2N=C1)OC=1C=CC2=C(NC(=N2)C)C1)Cl)=O 4-acetylpiperazin-1-yl-2-(4-{8-chloro-7-[(2-methyl-1H-1,3-benzodiazol-6-yl)oxy]quinoxalin-2-yl}-1H-pyrazol-1-yl)ethan-1-one